C(CCC)C(C(C(C(=O)O)(CCCC)CCCC)(O)C(=O)O)C(=O)O.C(CCC)OC(=O)CC(CC(=O)OCCCC)(C(=O)OCCCC)O tris(n-butyl)-2-hydroxypropane-1,2,3-tricarboxylate (tri-n-butyl citrate)